CC(=CCN(C=1C(=C2C=CC(=CC2=CC1)/C=C/C1=CC=[N+](C=C1)CCCS(=O)(=O)O)F)CC=C(C)C)C 4-[(1E)-2-{6-[Bis(3-methylbut-2-en-1-yl)amino]-5-fluoronaphthalen-2-yl}ethenyl]-1-(3-sulfopropyl)pyridin-1-ium